C(C)(C)(C)OC(=O)N1CC(C1)(C)[C@@](C=1C=NC=C(C(=O)O)C1)(C1=CC=C(C=C1)C(C)C)O 5-[(R)-(1-tert-Butoxycarbonyl-3-methyl-azetidin-3-yl)-hydroxy-(4-isopropyl-phenyl)-methyl]-nicotinic acid